C(CCCCCCCCCC=CCCCCCC)O 11-octadecenol